FC1=C(C=C(C=C1)CC(=O)O)I 2-(4-fluoro-3-iodophenyl)acetic acid